2-{[4-(2-methyl-1,3-benzoxazol-5-yl)-1-oxo-2,3-dihydro-1H-isoindol-2-yl]methyl}prop-2-enenitrile CC=1OC2=C(N1)C=C(C=C2)C2=C1CN(C(C1=CC=C2)=O)CC(C#N)=C